C(N)(=O)C=1C=C2C(=NC1)N(C(=N2)NC(=O)C2=C(N=C(O2)C)CC)C\C=C\CCl (E)-N-(6-carbamoyl-3-(4-chlorobut-2-en-1-yl)-3H-imidazo[4,5-b]pyridin-2-yl)-4-ethyl-2-methyloxazole-5-carboxamide